C(C=C)(=O)OCC[NH+](C)C N-acryloyloxyethyl-N,N-dimethyl-ammonium